FC1=C(COC2=CC=CC(=N2)C2[C@H]3CN(C[C@@H]23)CC2=NC3=C(N2C[C@H]2OCC2)C=C(C=C3OC)C(=O)O)C=C(C=C1)C 2-(((1R,5S,6S)-6-(6-((2-Fluoro-5-methylbenzyl)oxy)pyridin-2-yl)-3-azabicyclo[3.1.0]hexan-3-yl)methyl)-4-methoxy-1-(((S)-oxetan-2-yl)methyl)-1H-benzo[d]imidazole-6-carboxylic acid